BrCCOC1=CC(=CC=C1)OC 1-(2-bromoethoxy)-3-methoxybenzene